[Fe-6](=S)(=S)(=S)=S ferrous tetrasulfide